CC(CC1=CC=CC=C1)N α-methyl-β-phenylethylamine